C(=O)(C=C)C(C)(C)OP(O)(O)=O acryl-isopropyl-phosphoric acid